O.CC(C)(C)[NH-] 2-isobutylamide hydrate